4-[4-fluoro-3-(trifluoromethyl)phenyl]sulfonylmorpholin FC1=C(C=C(C=C1)S(=O)(=O)N1CCOCC1)C(F)(F)F